ClC1=NC=C(C(=C1)N1CCC(CC1)(C)CO)C#CC=1C=NN(C1)CC1CC1 (1-(2-Chloro-5-((1-(cyclopropylmethyl)-1H-pyrazol-4-yl)ethynyl)pyridin-4-yl)-4-methylpiperidin-4-yl)methanol